OC(=O)C(F)(F)F.C[C@]12C[C@H](N[C@@H]2C1)C(=O)NC1=NC(=CC=C1C)OC(F)(F)F (1R,3S,5R)-5-Methyl-N-(3-methyl-6-(trifluoromethoxy)pyridin-2-yl)-2-azabicyclo[3.1.0]hexane-3-carboxamide TFA salt